FC=1C(=CC(=NC1)OC)C1=CC(=NN1)C(=O)N1C2(CC2)C[C@@H](CC1)C(=O)NC1CCC(CC1)(C(F)(F)F)OC (R)-4-(5-(5-fluoro-2-methoxypyridin-4-yl)-1H-pyrazole-3-carbonyl)-N-((1R,4R)-4-methoxy-4-(trifluoromethyl)cyclohexyl)-4-azaspiro[2.5]octane-7-carboxamide